2-benzyl-2-(((2R,3S,4R,5R)-5-(2-chloro-6-((3-hydroxycyclobutyl)-(methyl)amino)-9H-purin-9-yl)-3-ethynyl-3,4-dihydroxytetrahydrofuran-2-yl)methoxy)malonic acid C(C1=CC=CC=C1)C(C(=O)O)(C(=O)O)OC[C@H]1O[C@H]([C@@H]([C@@]1(O)C#C)O)N1C2=NC(=NC(=C2N=C1)N(C)C1CC(C1)O)Cl